CC(C(CCCCCCC)O)O cis-2,3-Decandiol